C(C1=CC=CC=C1)S(=O)(=O)N1C=CC2=CC(=CC=C12)C#N 1-toluenesulfonyl-1H-indole-5-carbonitrile